ClC1=C(C=CC(=C1)Cl)[C@@H](C)N1N=NC2=C1C=C(C=C2C(F)(F)F)C2(CNC2)C2CC(C2)(C(=O)[O-])C (1r,3r)-3-((3r)-3-(1-(1-(2,4-dichlorophenyl) ethyl)-4-(trifluoromethyl)-1H-benzo[d][1,2,3]triazol-6-yl) azetidin-3-yl)-1-methylcyclobutane-1-carboxylate